(R)-2-(benzo[d][1,3]dioxol-5-yl)-1-cyclopropyl-N-methyl-N-((R)-1-phenylethyl)ethan-1-amine O1COC2=C1C=CC(=C2)C[C@@H](N([C@H](C)C2=CC=CC=C2)C)C2CC2